S1C(=S)N(C(=O)C1)CO rhodaninemethanol